1-(methylsulfonyl)-3-phenyl-1H-indazole CS(=O)(=O)N1N=C(C2=CC=CC=C12)C1=CC=CC=C1